Br[Zn]CC1CCCCC1 bromo(cyclohexylmethyl)zinc